C(C1=CC=CC=C1)OC1=NC(=CC=C1C1=NN(C2=CC(=CC=C12)C=1CCN(CC1)C(=O)OC(C)(C)C)C)OCC1=CC=CC=C1 tert-butyl 4-(3-(2,6-bis(benzyloxy)pyridin-3-yl)-1-methyl-1H-indazol-6-yl)-3,6-dihydropyridine-1(2H)-carboxylate